1-(1H-Benzo[d]imidazol-5-yl)-5-(3-fluoro-4-propoxyphenyl)imidazolidin-2-on N1C=NC2=C1C=CC(=C2)N2C(NCC2C2=CC(=C(C=C2)OCCC)F)=O